ClC=1C=C(C(=NC1)OC1=CC=C(C=C1)C1=NOC(=N1)C[C@@H](CO)NC(OC(C)(C)C)=O)F (S)-tert-Butyl (1-(3-(4-((5-chloro-3-fluoropyridin-2-yl)oxy)phenyl)-1,2,4-oxadiazol-5-yl)-3-hydroxypropan-2-yl)carbamate